2-chloro-7-(diethylamino)quinoline-3-formaldehyde ClC1=NC2=CC(=CC=C2C=C1C=O)N(CC)CC